3-(2-chloro-4-(trifluoromethoxy)phenyl)azetidine 4-methylbenzenesulfonate CC1=CC=C(C=C1)S(=O)(=O)O.ClC1=C(C=CC(=C1)OC(F)(F)F)C1CNC1